2-((3r,5r,7r)-adamantan-1-yl)-N-(4-hydroxybutyl)acetamide C12(CC3CC(CC(C1)C3)C2)CC(=O)NCCCCO